tert-Butyl 3-(5-(5-(2,3-dihydro-1H-inden-4-yl)-6-methoxy-1-(4-methoxybenzyl)-1H-pyrazolo[4,3-b]pyridin-3-yl)pyridin-2-yl)pyrrolidine-1-carboxylate C1CCC2=C(C=CC=C12)C1=C(C=C2C(=N1)C(=NN2CC2=CC=C(C=C2)OC)C=2C=CC(=NC2)C2CN(CC2)C(=O)OC(C)(C)C)OC